C(#N)C1=C(C2=C(N(C(N(C2=O)C(C(=O)O)(C)C)=O)C[C@@H](OC2CCOCC2)C2=C(C=CC=C2)OC)S1)C (S)-2-(6-cyano-1-(2-(2-methoxyphenyl)-2-((tetrahydro-2H-pyran-4-yl)oxy)ethyl)-5-methyl-2,4-dioxo-1,2-dihydrothieno[2,3-d]pyrimidin-3(4H)-yl)-2-methylpropionic acid